C(C=C)(=O)N1C[C@H](CC1)N1N=C(C=2C(=NC=C(C21)C(=O)NC2CC2)N)OCC2=C(C(=CC(=C2F)OC)OC)F (S)-1-(1-acryloylpyrrolidin-3-yl)-4-amino-N-cyclopropyl-3-((2,6-difluoro-3,5-dimethoxybenzyl)oxy)-1H-pyrazolo[4,3-c]pyridine-7-carboxamide